C1CCCC2N1C1=C(C=C3C(NC(C3=C1)=O)=O)OC2 1,2,3,4,4a,5-hexahydro-8H-pyrido[1',2':4,5][1,4]oxazino[2,3-f]isoindole-8,10(9H)-dione